2,4-dichloropyridine-3-carboxaldehyde ClC1=NC=CC(=C1C=O)Cl